6-chloro-4-[6-[6-(2,6-difluorobenzoyl)-3,6-diazabicyclo[3.1.1]heptan-3-yl]-3-pyridyl]pyrazolo[1,5-a]pyrazine-3-carbonitrile ClC=1N=C(C=2N(C1)N=CC2C#N)C=2C=NC(=CC2)N2CC1N(C(C2)C1)C(C1=C(C=CC=C1F)F)=O